N1(N=CN=C1)C1=NC=C(C2=CC=CC=C12)[C@@H](C)N(C(=O)NC1=CC(=C(C=C1)F)Cl)CC(C)C (R)-1-(1-(1-(1H-1,2,4-triazol-1-yl)isoquinolin-4-yl)ethyl)-3-(3-chloro-4-fluorophenyl)-1-isobutylurea